((10R*,11S*)-10-methyl-10,11-dihydrobenzo[6,7]oxepino[3,2-b]pyridin-11-yl)methanamine C[C@@H]1[C@H](C2=NC=CC=C2OC2=C1C=CC=C2)CN |o1:1,2|